ClC1=C(C=CC=C1)C=1N=C(SC1)NC(C1=CC=C(C=C1)N1CCNCC1)=O N-[4-(2-chlorophenyl)thiazol-2-yl]-4-piperazin-1-yl-benzamide